2-(triethylsilyl)-ethanol C(C)[Si](CCO)(CC)CC